C(C)(C)(C)P(C(C)(C)C)CC1=CC=CC=C1 (di-t-butylphosphinomethyl)benzene